4-(2-(2-chlorophenyl)-5,7-dihydroxy-4-oxo-4H-chromen-8-yl)-1-methylpiperidin-3-yl isobutyrate C(C(C)C)(=O)OC1CN(CCC1C=1C(=CC(=C2C(C=C(OC12)C1=C(C=CC=C1)Cl)=O)O)O)C